BrC=1C=2CCCC2C(=C2CCCC12)NC(=O)N=[S@](=O)(N)C=1C=NN2C1OC(C2)(C)C (R)-N'-((8-bromo-1,2,3,5,6,7-hexahydro-s-indacen-4-yl)carbamoyl)-2,2-dimethyl-2,3-dihydropyrazolo[5,1-b]oxazole-7-sulfonimidamide